2-(3,5-difluoro-4-((2-methyl-1H-benzo[d]imidazol-6-yl)oxy)phenyl)-3,5-dioxo-2,3,4,5-tetrahydro-1,2,4-triazine-6-carbonitrile FC=1C=C(C=C(C1OC=1C=CC2=C(NC(=N2)C)C1)F)N1N=C(C(NC1=O)=O)C#N